COC(=O)N1CC(N(CC1)C1=NC(=NO1)C1=CC(=C(C(=C1)NC(=O)C1=CN=C2N1C=CC=C2)C)F)C 4-(3-(3-fluoro-5-(imidazo[1,2-a]pyridine-3-carboxamido)-4-methylphenyl)-1,2,4-oxadiazol-5-yl)-3-methylpiperazine-1-carboxylic acid methyl ester